O=C1C[C@@H]2[C@@H](CN(C2)C(=O)[O-])C1 cis-5-oxo-hexahydrocyclopenta[C]pyrrole-2(1H)-carboxylate